BrC/C=C/C(=O)OCC (E)-Ethyl 4-bromo-2-butenoate